6-(3-chlorophenyl)-N2,N4-bis((R)-1-cyclopropylethyl)-1,3,5-triazine-2,4-diamine ClC=1C=C(C=CC1)C1=NC(=NC(=N1)N[C@H](C)C1CC1)N[C@H](C)C1CC1